2-((1H-benzo[d][1,2,3]triazol-7-yl)methyl)-7-((1H-indazol-4-yl)methyl)-9-methyl-7,9-dihydro-8H-pyrido[3',2':4,5]pyrrolo[2,3-d]pyridazin-8-one N1N=NC2=C1C(=CC=C2)CC=2C=CC1=C(N(C=3C(N(N=CC31)CC3=C1C=NNC1=CC=C3)=O)C)N2